4-(3-((2-((4-methyl-2-(1-methylpiperidin-4-yl)oxazol-5-yl)amino)-5-(trifluoromethyl)pyrimidin-4-yl)amino)propyl)-1,4-oxazepan-3-one CC=1N=C(OC1NC1=NC=C(C(=N1)NCCCN1C(COCCC1)=O)C(F)(F)F)C1CCN(CC1)C